CCCCCCCCCCCCCCCC(=O)OC/C=C(\\C)/C=C\\C=C(/C)\\C=C\\C1=C(CCCC1(C)C)C The molecule is the 11-cis-isomer of retinyl palmitate. It has a role as a human metabolite. It derives from an 11-cis-retinol.